Methyl 2-(4-amino-2-butyl-1-{4-[(dimethylamino)methyl]benzyl}-1H-imidazo[4,5-c]quinolin-7-yl)acetate NC1=NC=2C=C(C=CC2C2=C1N=C(N2CC2=CC=C(C=C2)CN(C)C)CCCC)CC(=O)OC